((1S,6R,7R)-3-(5-((3-chloro-2-(1H-pyrazol-1-yl)pyridin-4-yl)thio)-1H-imidazo[4,5-b]pyrazin-2-yl)-7-(2-fluorophenyl)-3-azabicyclo[4.1.0]heptan-7-yl)methanamine ClC=1C(=NC=CC1SC=1N=C2C(=NC1)NC(=N2)N2C[C@@H]1[C@]([C@@H]1CC2)(C2=C(C=CC=C2)F)CN)N2N=CC=C2